FC(C)(F)C=1C=C(C=CC1)NC(=O)C=1C(=NN(C1OC(=O)N1CCC(CC1)N1CCCCC1)C1=CC=C(C=C1)OC(F)F)C [1,4'-bipiperidine]-1'-carboxylic acid 4-((3-(1,1-difluoroethyl) phenyl) carbamoyl)-1-(4-(difluoromethoxy) phenyl)-3-methyl-1H-pyrazol-5-yl ester